tert-butyl-(2R,4R)-4-((6-((1-(tert-butyl)-5-methyl-1H-pyrazol-3-yl)-amino)-4-(difluoromethyl)-3-fluoropyridin-2-yl) methyl)-1-(3-chloro-2-fluorobenzyl)-2-methylpiperidine-4-carboxylate C(C)(C)(C)OC(=O)[C@]1(C[C@H](N(CC1)CC1=C(C(=CC=C1)Cl)F)C)CC1=NC(=CC(=C1F)C(F)F)NC1=NN(C(=C1)C)C(C)(C)C